(6S)-2-(2-bromo-4-chloro-6-fluorobenzyl)-4-(4-methoxybenzyl)-6-methylmorpholin-3-one BrC1=C(CC2C(N(C[C@@H](O2)C)CC2=CC=C(C=C2)OC)=O)C(=CC(=C1)Cl)F